NC1CCN(CC1)C(CCN1CCN(CC1)C1=C2C(N(C(C2=C(C=C1)F)=O)C1C(NC(CC1)=O)=O)=O)=O 4-(4-(3-(4-aminopiperidin-1-yl)-3-oxopropyl)piperazin-1-yl)-2-(2,6-dioxopiperidin-3-yl)-7-fluoroisoindoline-1,3-dione